2-((5-(4-amino-5-(3-fluoro-4-((4-methylpyrimidin-2-yl)oxy)phenyl)-7-((2-(trimethylsilyl)ethoxy)methyl)-7H-pyrrolo[2,3-d]pyrimidin-6-yl)-2-ethynylpyridin-4-yl)oxy)ethan-1-ol NC=1C2=C(N=CN1)N(C(=C2C2=CC(=C(C=C2)OC2=NC=CC(=N2)C)F)C=2C(=CC(=NC2)C#C)OCCO)COCC[Si](C)(C)C